Ethyl (S)-3-((tert-butoxycarbonyl)amino)-3-(4-chloro-2'-(hex-5-en-1-yl)-4',6'-dimethyl-[1,1'-biphenyl]-3-yl)propanoate C(C)(C)(C)OC(=O)N[C@@H](CC(=O)OCC)C=1C=C(C=CC1Cl)C1=C(C=C(C=C1C)C)CCCCC=C